FC(CO)(CN1[C@@H](C=2NC3=CC=CC=C3C2C[C@H]1C)C1=CN=C(S1)NC1CN(C1)CCCF)F 2,2-difluoro-3-((1S,3R)-1-(2-((1-(3-fluoropropyl)azetidin-3-yl)amino)thiazol-5-yl)-3-methyl-1,3,4,9-tetrahydro-2H-pyrido[3,4-b]indol-2-yl)propan-1-ol